FC1(CN(C1)C(=O)NC1=CC(=NC=C1)N1N=C2N=CC(=CC2=C1)C1=NC=CC=C1)F 3,3-difluoro-N-{2-[5-(pyridin-2-yl)-2H-pyrazolo[3,4-b]pyridin-2-yl]pyridin-4-yl}azetidine-1-carboxamide